SCCSC(CSCC(CS)SCCS)CS bis(2-(2-mercaptoethylthio)-3-mercaptopropyl) sulfide